F[C@H]1CN(CC[C@H]1NC(=O)NC1=CC=C(C=C1)OC(F)(F)F)C(CC)=O 1-((3S,4R)-3-fluoro-1-propionylpiperidin-4-yl)-3-(4-(trifluoromethoxy)phenyl)urea